OCC=CC1=CC2=C(N(C(N2C)=O)C2C(NC(CC2)=O)=O)C=C1 3-[5-(3-Hydroxyprop-1-enyl)-3-methyl-2-oxo-benzimidazol-1-yl]piperidine-2,6-dione